N-{[1-(3-chlorobenzene-1-carbonyl)-1,2,3,4-tetrahydroquinolin-6-yl]methyl}-3-methyl-1,2,4-oxadiazole-5-carboxamide ClC=1C=C(C=CC1)C(=O)N1CCCC2=CC(=CC=C12)CNC(=O)C1=NC(=NO1)C